NCC(COC(CN)CN)O 2-(3-amino-2-hydroxypropyloxy)propane-1,3-diamine